N-hydroxy-2-(4-methylpiperazin-1-yl)-N-(4-((4'-(trifluoromethoxy)-[1,1'-biphenyl]-4-yl)amino)benzyl)acetamide ON(C(CN1CCN(CC1)C)=O)CC1=CC=C(C=C1)NC1=CC=C(C=C1)C1=CC=C(C=C1)OC(F)(F)F